((2R,3S,4R,5R)-5-(3-carboxypyridin-1-ium-1-yl)-3,4-dihydroxytetrahydrofuran-2-yl)methyl hydrogen phosphate P(=O)(OC[C@H]1O[C@H]([C@@H]([C@@H]1O)O)[N+]1=CC(=CC=C1)C(=O)O)(O)[O-]